C(CC1=NNC(=N1)C=1C=C(C=CC1)C)C1=NNC(=N1)C=1C=C(C=CC1)C 3,3'-ethylenebis(5-m-tolyl-1H-1,2,4-triazole)